(2-(3-(tert-butyl)-1H-pyrazol-1-yl)phenyl)methanamine C(C)(C)(C)C1=NN(C=C1)C1=C(C=CC=C1)CN